FC(C=1C=C(C=CC1N1CCNCC1)C=1C=C2C(=NC1)NC=C2C(C2=C(C(=CC=C2F)NS(N(C)CC)(=O)=O)F)=O)F 5-[3-(difluoromethyl)-4-piperazin-1-yl-phenyl]-3-[3-[[ethyl(methyl)sulfamoyl]amino]-2,6-difluoro-benzoyl]-1H-pyrrolo[2,3-b]pyridine